3-methoxy-2,4-pentanedione COC(C(C)=O)C(C)=O